4-(6-(5-(4-bromo-2-(6-azaspiro[2.5]octan-6-yl)phenyl)-4H-1,2,4-triazol-3-yl)pyridin-2-yl)morpholine BrC1=CC(=C(C=C1)C=1NC(=NN1)C1=CC=CC(=N1)N1CCOCC1)N1CCC2(CC2)CC1